1-((1s,4s)-4-hydroxycyclohexyl)-3-methyl-8-(6-(1-methyl-1H-pyrazol-4-yl)pyridin-3-yl)-1H-imidazo[4,5-c]quinolin-2(3H)-one CN1C=C(C=N1)C2=NC=C(C=C2)C3=CC4=C5C(=CN=C4C=C3)N(C(=O)N5C6CCC(CC6)O)C